ClC1=CC(=NN1C)[C@@H]1[C@H](C(N(C1)C)=O)C(=O)NC1=C(C(=CC=C1)F)OC(F)(F)F (3S,4R)-4-(5-chloro-1-methyl-pyrazol-3-yl)-N-[3-fluoro-2-(trifluoromethoxy)phenyl]-1-methyl-2-oxo-pyrrolidine-3-carboxamide